ClC=1C=CC(=C(C1)C1=C(NC=2C1=NC=CC2)C2=C(C=NC=C2)OC[C@H]2NCCC2)F 3-(5-chloro-2-fluorophenyl)-2-(3-{[(2S)-pyrrolidin-2-yl]methoxy}pyridin-4-yl)-1H-pyrrolo[3,2-b]pyridine